CC(CN1CC2(CS(C2)(=O)=O)CC1)(C)OC=1C=NC(=NC1)C(F)(F)F 6-(2-Methyl-2-((2-(trifluoromethyl)pyrimidin-5-yl)oxy)propyl)-2-thia-6-azaspiro[3.4]octane-2,2-dioxide